O=C1N(C(CC1)=O)C(CC(NCCOCCOCCOCCOCCC(=O)O)=O)SSC1=NC=CC=C1.BrC=1C=C(N)C=C(C1)OC(F)(F)F 3-bromo-5-(trifluoromethoxy)aniline 2,5-dioxopyrrolidin-1-yl-3-oxo-1-(pyridin-2-yldisulfaneyl)-7,10,13,16-tetraoxa-4-azanonadecan-19-oate